12-Dodecylphosphonic acid CCCCCCCCCCCCP(O)(O)=O